N-[3,4-dichloro-10-(1H-pyrazol-4-yl)-6,7,8,9-tetrahydropyrido[1,2-a]indol-7-yl]-2-hydroxy-2-methyl-propanamide ClC1=CC=C2C(=C3N(C2=C1Cl)CC(CC3)NC(C(C)(C)O)=O)C=3C=NNC3